BrC=1C=CC=C2N=CC(=NC12)C=1C=NN(C1)C1CCN(CC1)C(CCCCC(=O)NC=1C=C2CN(C(C2=CC1)=O)C1C(NC(CC1)=O)=O)=O 6-(4-(4-(8-bromoquinoxalin-2-yl)-1H-pyrazol-1-yl)piperidin-1-yl)-N-(2-(2,6-dioxopiperidin-3-yl)-1-oxoisoindolin-5-yl)-6-oxohexanamide